2-(6-((4-(7-bromo-2-((4-Methoxybenzyl)amino)thieno[3,2-d]pyrimidin-4-yl)-1H-1,2,3-triazol-1-yl)methyl)pyridin-2-yl)propane-2-ol BrC1=CSC2=C1N=C(N=C2C=2N=NN(C2)CC2=CC=CC(=N2)C(C)(C)O)NCC2=CC=C(C=C2)OC